C(C1=CC=CC=C1)NC(=O)NC1=CC=C(C=C1)Cl 1-Benzyl-3-(4-chlorophenyl)urea